NC1=NC=2C=C(C(=CC2C2=C1C=NN2C)C(=O)N(C)[C@H]2COC1=C2C=CC(=C1)OC(F)F)F 4-amino-N-((3R)-6-(difluoromethoxy)-2,3-dihydro-1-benzofuran-3-yl)-7-fluoro-N,1-dimethyl-1H-pyrazolo[4,3-c]quinoline-8-carboxamide